tert-butyl (3-(2,2,2-trifluoroacetyl)pyridin-2-yl)carbamate FC(C(=O)C=1C(=NC=CC1)NC(OC(C)(C)C)=O)(F)F